N-(allylphosphino)aminothiophene-1,1-dioxide C(C=C)PNC=1S(C=CC1)(=O)=O